Phenyllactic Acid CC(C1=CC=CC=C1)(C(=O)O)O